6-amino-2-azaspiro[3.3]heptane-2-carboxylic acid benzyl ester C(C1=CC=CC=C1)OC(=O)N1CC2(C1)CC(C2)N